2-(hex-5-en-1-yl)malonic acid diethyl ester C(C)OC(C(C(=O)OCC)CCCCC=C)=O